FC=1C=C2C(=C(NC2=C(C1)F)C1=CC=C(C=C1)F)C1CC(C1)CNC=1C(NC(C1)=O)=O 3-((((1r,3r)-3-(5,7-difluoro-2-(4-fluorophenyl)-1H-indol-3-yl)cyclobutyl)methyl)amino)-1H-pyrrole-2,5-dione